nitrogen (2-aminoethyl)-3-aminopropyl-trimethoxysilane NCCCO[Si](OC)(OC)CCCN.[N]